CC1=C(C2=C(N=CN=C2NC2(CC2)C)O1)C(=O)NC=1C(=NC=CC1)C 6-methyl-4-[(1-methylcyclopropyl)amino]-N-(2-methylpyridin-3-yl)furo[2,3-d]pyrimidine-5-carboxamide